(2S)-2-{[(1R)-1-(2,3-dihydro-1,4-benzodioxin-5-yl)ethyl]amino}-5,5-dimethylhexanoic acid O1CCOC2=C1C=CC=C2[C@@H](C)N[C@H](C(=O)O)CCC(C)(C)C